(2R,3S)-3-hydroxy-2-(hydroxymethyl)piperidine-1-carboxylic acid tert-butyl ester C(C)(C)(C)OC(=O)N1[C@@H]([C@H](CCC1)O)CO